NC(CC(O)C1=CC=C(C=C1)Cl)CF 3-amino-1-(4-chlorophenyl)-4-fluorobutan-1-ol